O[C@]1(C[C@@H]2CC[C@H]3[C@@H]4CCC[C@@H]([C@]4(CC[C@@H]3[C@H]2CC1)C)C(=O)NCC1=NC=CC=C1)COC (1S,4aS,4bR,6aS,8R,10aS,10bR,12aS)-8-hydroxy-8-(methoxymethyl)-12a-methyl-N-(pyridin-2-ylmethyl)octadecahydrochrysene-1-carboxamide